FC(C1=C(C=CC(=C1)O)C1=C(C=C(C=C1)O)C(F)(F)F)(F)F 2,2'-bis(trifluoromethyl)-4,4'-dihydroxybiphenyl